C[N+]([O-])=NCO methyl-azoxymethanol